tert-Butyl N-[3-cyano-7-fluoro-4-[5-fluoro-7-[[(2S)-1-methylpyrrolidin-2-yl]methoxy]-1,3-dihydrofuro[3,4-f]quinolin-4-yl]benzothiophen-2-yl]carbamate C(#N)C1=C(SC2=C1C(=CC=C2F)C2=C1C(=C3C=CC(=NC3=C2F)OC[C@H]2N(CCC2)C)COC1)NC(OC(C)(C)C)=O